(3-methyl-6-pentyl-1-oxa-4-azaspiro[4.4]non-3-yl)methanol CC1(COC2(N1)C(CCC2)CCCCC)CO